CC(C(=O)OCCCCCCCCCCCCCCCCCC)=C stearyl alcohol methyl-acrylate